hexane chloride salt [Cl-].CCCCCC